Methyl (2-((tert-butyldimethylsilyl)oxy)ethyl)glycinate [Si](C)(C)(C(C)(C)C)OCCNCC(=O)OC